C(C(C)(C)C)(=O)OCOC(CC=1N=C2N(N=C(C=C2)C2=CC=C(C=C2)Cl)C1)=O (2-(6-(4-Chlorophenyl)imidazo[1,2-b]pyridazin-2-yl)acetoxy)methyl pivalate